C1(CC1)N(C=1C2=C(N=C(N1)OC[C@]13CCCN3C[C@@H](C1)F)C(=C(N=C2)C2=CC(=CC1=CC=C(C(=C21)C#C)F)O)F)CC(F)F 4-(4-(cyclopropyl(2,2-difluoroethyl)amino)-8-fluoro-2-(((2R,7aS)-2-fluorotetrahydro-1H-pyrrolizin-7a(5H)-yl)methoxy)pyrido[4,3-d]pyrimidin-7-yl)-5-ethynyl-6-fluoronaphthalen-2-ol